2-ethyl-N-methyl-4-[[3-[1-[2-(methylamino)ethyl]-3-(trifluoromethyl)pyrazol-4-yl]imidazo[1,2-a]pyrazin-8-yl]amino]benzamide C(C)C1=C(C(=O)NC)C=CC(=C1)NC=1C=2N(C=CN1)C(=CN2)C=2C(=NN(C2)CCNC)C(F)(F)F